FC=1C=C(C(=O)NC)C=CC1C1=NC=2C=CNC(C2C(=C1)NC1=NC=C(C=C1)N1CCC(CC1)O)=O 3-fluoro-4-[4-[[5-(4-hydroxy-1-piperidyl)-2-pyridyl]amino]-5-oxo-6H-1,6-naphthyridin-2-yl]-N-methyl-benzamide